C(#N)C(=C1CC(C2=CC=CC=C12)=C(C#N)C#N)C#N 1,3-bis(dicyanomethylene)-1,3-dihydro-2H-indene